Sodium (Z)-2-(dimethoxymethyl)-3-methoxy-3-oxoprop-1-en-1-olate COC(/C(=C/[O-])/C(=O)OC)OC.[Na+]